[Si](C)(C)(C(C)(C)C)OC1CCC(CC1)C(=O)N(C)OC 4-((tert-butyldimethylsilyl)oxy)-N-methoxy-N-methylcyclohexane-1-carboxamide